1-(2-(dimethylamino)ethyl)-1H-indazole-5-carboxylic acid methyl ester COC(=O)C=1C=C2C=NN(C2=CC1)CCN(C)C